7-(trifluoromethoxy)isoindolin-1-one FC(OC=1C=CC=C2CNC(C12)=O)(F)F